6-(2,4-dimethyl-1,3-thiazol-5-yl)-2-[[1-(4-methoxypyrimidin-2-yl)piperidin-4-yl]methyl]pyridazin-3-one CC=1SC(=C(N1)C)C=1C=CC(N(N1)CC1CCN(CC1)C1=NC=CC(=N1)OC)=O